2-benzyl-6-(2-hydroxypropyl)-4-pentylphenol C(C1=CC=CC=C1)C1=C(C(=CC(=C1)CCCCC)CC(C)O)O